1,4-bis(4-aminophenoxy)cyclohexane NC1=CC=C(OC2CCC(CC2)OC2=CC=C(C=C2)N)C=C1